2-amino-6-borono-2-(3-(4-(3-methoxyphenylcarbamoyl)piperazin-1-yl)propyl)hexanoic acid NC(C(=O)O)(CCCCB(O)O)CCCN1CCN(CC1)C(NC1=CC(=CC=C1)OC)=O